OC1=C(N=CC2=CC(=CC=C12)OC1=CC=CC=C1)C(=O)N1CCOCC1 (4-hydroxy-7-phenoxyisoquinolin-3-yl)(morpholinyl)methanone